5-(6-((1H-pyrazol-1-yl)methyl)-3-((2-methyl-2H-1,2,3-triazol-4-yl)sulfonyl)-3-azabicyclo[3.1.0]hexan-1-yl)-1-(4-fluorophenyl)-6-methyl-1H-indazole N1(N=CC=C1)CC1C2CN(CC12C=1C=C2C=NN(C2=CC1C)C1=CC=C(C=C1)F)S(=O)(=O)C1=NN(N=C1)C